4-(3-cyclopropyl-5-(2,6-dimethylphenoxy)-1-(2-fluoro-2-methylpropyl)-1H-pyrazolo[4,3-b]pyridin-6-yl)-N-ethyl-6-methyl-7-oxo-6,7-dihydro-1H-pyrrolo[2,3-c]pyridine-2-carboxamide C1(CC1)C1=NN(C=2C1=NC(=C(C2)C=2C1=C(C(N(C2)C)=O)NC(=C1)C(=O)NCC)OC1=C(C=CC=C1C)C)CC(C)(C)F